C1(C=CCC1)=O cyclopenta-2-en-1-one